5-(2-Phenylcyclobutyl)benzo[b]thiophene C1(=CC=CC=C1)C1C(CC1)C1=CC2=C(SC=C2)C=C1